[3-[4-(3-aminoprop-1-ynyl)-2-fluoro-phenoxy]propyl]-2-(3-chloro-4-methyl-6,7-dihydro-5H-pyrido[2,3-c]pyridazin-8-yl)thiazole-4-carboxylic acid methyl ester COC(=O)C=1N=C(SC1CCCOC1=C(C=C(C=C1)C#CCN)F)N1CCCC2=C1N=NC(=C2C)Cl